2-((1r,2r)-2-((E)-styryl)cyclopropyl)naphthalene C(=C\C1=CC=CC=C1)/[C@@H]1[C@@H](C1)C1=CC2=CC=CC=C2C=C1